5-(5-cyclopropyl-3-ethylsulfanyl-indazol-2-yl)-1-(2,2,3,3,3-pentafluoropropyl)pyrazolo[3,4-c]pyridine C1(CC1)C1=CC2=C(N(N=C2C=C1)C=1C=C2C(=CN1)N(N=C2)CC(C(F)(F)F)(F)F)SCC